(Sa)-6-(4-Fluoro-1-((4'-(oxetan-3-yloxy)-[1,1'-biphenyl]-4-yl)methyl)-1H-indol-7-carboxamido)spiro[3.3]heptan FC1=C2C=CN(C2=C(C=C1)C(=O)NC1CC2(CCC2)C1)CC1=CC=C(C=C1)C1=CC=C(C=C1)OC1COC1